BrC1CCN(CC1)C1=CC=C(C=2N1C=NC2)Cl 5-(4-bromopiperidin-1-yl)-8-chloroimidazo[1,5-a]pyridin